NC1CCN(CC1)C=1N(C(C(=C(N1)C1=CC(=C(C#N)C=C1)F)C=1C=C2C=CN(C2=CC1)C)=O)C 4-[2-(4-amino-piperidin-1-yl)-1-methyl-5-(1-methyl-1H-indol-5-yl)-6-oxo-1,6-dihydro-pyrimidin-4-yl]-2-fluoro-benzonitrile